C(C)(C)(C)N1CCC2(CC1)COC1=CC=3C(N(CC3C=C12)C1C(NC(CC1)=O)=O)=O tert-butyl-6-(2,6-dioxopiperidin-3-yl)-7-oxo-2,5,6,7-tetrahydrospiro[furo[2,3-f]isoindole-3,4'-piperidine]